N-[[6-(4,4,4-trifluorobutanoyl)-6-azaspiro[2.5]octan-2-yl]methyl]furo[2,3-c]pyridine-2-carboxamide FC(CCC(=O)N1CCC2(C(C2)CNC(=O)C2=CC=3C(=CN=CC3)O2)CC1)(F)F